C(=O)(O)C(COC(=O)C1=C(C(=O)O)C=CC=C1)(C)C 2-((2-carboxy-2-methylpropyloxy)carbonyl)benzoic acid